C(C)OC(=O)C=1C(=NNC1)N\C=N\C1=NNC=C1C(=O)OCC ethyl (E)-3-((((4-(ethoxycarbonyl)-1H-pyrazol-3-yl)amino)methylene)amino)-1H-pyrazole-4-carboxylate